COC1=CC(=CC(=C1OC)OC)C2C3C(COC3=O)C(C4=CC5=C(C=C24)OCO5)OC6C(C(C(C(O6)CO)O)O)O 8-Oxo-9-(3,4,5-trimethoxyphenyl)-5,5a,6,8,8a,9-hexahydrofuro[3',4':6,7]naphtho[2,3-d][1,3]dioxol-5-yl hexopyranoside